(S)-2-(2-morpholinopyrimidin-5-yl)-9-phenyl-8,9-dihydro-6H-pyrido[3',2':4,5]imidazo[2,1-c][1,4]oxazine O1CCN(CC1)C1=NC=C(C=N1)C=1C=CC=2N=C3COC[C@@H](N3C2N1)C1=CC=CC=C1